OC(CNC(=O)C1=NC=C(C=C1)N)C 5-Aminopyridine-2-carboxylic acid (2-hydroxy-propyl)-amide